5-bromo-N-((4,6-dimethyl-2-oxo-1,2-dihydropyridin-3-yl)methyl)-3-(ethyl-(tetrahydro-2H-pyran-4-yl)amino)-2-methylbenzamide BrC=1C=C(C(=C(C(=O)NCC=2C(NC(=CC2C)C)=O)C1)C)N(C1CCOCC1)CC